(4-(2-(3,4-dihydroxy-5-methoxyphenyl)-1H-benzo[d]imidazol-5-yl)piperazin-1-yl)(4-methoxyphenyl)methanone OC=1C=C(C=C(C1O)OC)C1=NC2=C(N1)C=CC(=C2)N2CCN(CC2)C(=O)C2=CC=C(C=C2)OC